ClC1=CC2=C(C(=N1)OC)[C@]1([C@@](O2)([C@@H]([C@H]([C@H]1O)CN(C)C)C1=CC=CC=C1)C1=CC=C(C=C1)C(F)F)O |r| Rac-(5aR,6S,7S,8R,8aS)-3-chloro-5a-(4-(difluoromethyl)phenyl)-7-((dimethylamino)methyl)-1-methoxy-6-phenyl-5a,6,7,8-tetrahydro-8aH-cyclopenta[4,5]furo[3,2-c]pyridine-8,8a-diol